(1-(2-fluoro-3-methylbenzyl)cyclobutyl)methanamine FC1=C(CC2(CCC2)CN)C=CC=C1C